(R)-1-(4-(((6-(1-hydroxyethyl)-8-(isopropylamino)pyrido[3,4-d]pyrimidin-2-yl)amino)methyl)piperidin-1-yl)ethan-1-one O[C@H](C)C1=CC2=C(N=C(N=C2)NCC2CCN(CC2)C(C)=O)C(=N1)NC(C)C